oxane-3-(RS)-carboxamide O1C[C@@H](CCC1)C(=O)N |r|